C(=O)(O)CC[Si](OCCOC)(OCCOC)C1=CC=CC=C1 2-carboxyethylphenylbis(2-methoxyethoxy)silane